N1=CN=C(C2=C1NC=C2)NC=2C=NN(C2)C2(CN(C2)S(=O)(=O)C)CC#N 2-(3-(4-((7H-pyrrolo[2,3-d]pyrimidin-4-yl)amino)-1H-pyrazol-1-yl)-1-(methanesulfonyl)azetidin-3-yl)acetonitrile